7,9-dibromo-3,6-difluoropyrazolo[1,5-a]quinoxalin-4(5H)-one BrC=1C(=C2NC(C=3N(C2=C(C1)Br)N=CC3F)=O)F